CN(C1=C(C(=O)O)C=C(C=C1)[N+](=O)[O-])C 2-(dimethylamino)-5-nitrobenzoic acid